N1C(=NC2=C1C=CC=C2)C2=CC=CC(=N2)N2CC(CC2)C(=O)NC2=CC=C(C=C2)N2CCC1(CC2)CCN(CC1)C 1-(6-(1H-Benzo[d]imidazol-2-yl)pyridinyl)-N-(4-(9-methyl-3,9-diazaspiro[5.5]undecane-3-yl)phenyl)pyrrolidine-3-carboxamide